N-(8-fluoro-2-methylimidazo[1,2-a]pyridin-6-yl)-5-(piperazin-1-yl)pyrazine-2-carboxamide Lithium 5-(4-(tert-butoxycarbonyl)piperazin-1-yl)pyrazine-2-carboxylate C(C)(C)(C)OC(=O)N1CCN(CC1)C=1N=CC(=NC1)C(=O)[O-].[Li+].FC=1C=2N(C=C(C1)NC(=O)C1=NC=C(N=C1)N1CCNCC1)C=C(N2)C